COC1=NC=CC(=C1)C=1C=NN(C1)CC(=O)NC1=NC=C(C=C1)C1=NC=CN=C1 2-[4-(2-methoxy-4-pyridyl)pyrazol-1-yl]-N-(5-pyrazin-2-yl-2-pyridyl)acetamide